BrC=1C=CC2=C(N(C(O2)=O)COC)C1 5-bromo-3-(methoxymethyl)benzo[d]oxazol-2(3H)-one